ClC1=NC=C(C(=O)OC)C(=C1)N[C@@H](C)CCO Methyl (S)-6-chloro-4-((4-hydroxybutan-2-yl)amino)nicotinate